ClC=1N=NC(=CC1NCCNC(OC(C)(C)C)=O)Cl tert-butyl (2-((3,6-dichloropyridazin-4-yl)amino)ethyl)carbamate